C1(CC1)C1OCC2=CC=C(C=C12)OC1=CC=C(C=N1)N1C(NC(C1=O)(C)C)=O 3-[6-[(3-cyclopropyl-1,3-dihydroisobenzofuran-5-yl)oxy]-3-pyridinyl]-5,5-dimethyl-imidazolidine-2,4-dione